N,N,N'-trinonyl-urea C(CCCCCCCC)N(C(=O)NCCCCCCCCC)CCCCCCCCC